tert-butyl 2-(2-(3-bromo-2-methylphenoxy)ethyl)-8-azaspiro[4.5]decane-8-carboxylate BrC=1C(=C(OCCC2CC3(CC2)CCN(CC3)C(=O)OC(C)(C)C)C=CC1)C